C(CCC)C=1C(=C(C(C(=O)O)=CC1)C(=O)O)CCCC.C(C=1C(C(=O)OCCCC)=CC=CC1)(=O)OCCCC Dibutyl phthalate (Dibutyl phthalate)